cyanoethyl-4-cyanoethyl-2-cyanoethyl-phenylimidazole C(#N)CCC1=C(C=CC=C1)C=1NC(=C(N1)CCC#N)CCC#N